n-butylammonium tin bromide [Sn](Br)(Br)(Br)Br.C(CCC)[NH3+]